1,1-Dimethylethyl-3-ethylideneazetidine-1-carboxylate CC(C)(C)OC(=O)N1CC(C1)=CC